C1N(CC12CNC2)C(=O)C2CCN(CC2)C(=O)C2=C(C=C(C=C2)NC=2C=1N(C=CN2)C(=CN1)C1=C(C(=C(OCC#N)C=C1)F)F)C 2-(4-(8-((4-(4-(2,6-diazaspiro[3.3]heptane-2-carbonyl)piperidine-1-carbonyl)-3-methyl-phenyl)amino)imidazo[1,2-a]pyrazin-3-yl)-2,3-difluorophenoxy)acetonitrile